ClC1=NC=CC(=C1F)C1=NC(=C(C=C1)OC[C@](CC(C)C)(N)C)C(F)F (S)-1-((2'-chloro-6-(difluoromethyl)-3'-fluoro-[2,4'-bipyridin]-5-yl)oxy)-2,4-dimethylpentan-2-amine